(2RS)-2-(7-bromoindazol-2-yl)-2-(5-fluoro-2-methoxy-phenyl)acetic acid BrC1=CC=CC2=CN(N=C12)[C@@H](C(=O)O)C1=C(C=CC(=C1)F)OC |r|